COC(=O)C1N(CCOC1)C(=O)OCC1C2=CC=CC=C2C=2C=CC=CC12 morpholine-3,4-dicarboxylic acid 4-(9H-fluoren-9-ylmethyl) ester 3-methyl ester